FC(CN1N=CC=2C1=NC(=CN2)N2CC1(CN(C1)C=1C=NC(=NC1)C(F)(F)F)CC2)(F)F 6-[1-(2,2,2-trifluoroethyl)-1H-pyrazolo[3,4-b]pyrazin-6-yl]-2-[2-(trifluoromethyl)pyrimidin-5-yl]-2,6-diazaspiro[3.4]octane